(S)-1-(4-chloro-2-(pyrrolidin-2-yl)benzyl)-2-thiocarbonyl-1,2,3,5-tetrahydro-4H-pyrrolo[3,2-d]pyrimidin-4-one ClC1=CC(=C(CN2C(NC(C3=C2C=CN3)=O)=C=S)C=C1)[C@H]1NCCC1